1H-indazole-5-carbaldehyde N1N=CC2=CC(=CC=C12)C=O